methyl (Z)-7-bromo-5-fluoro-1-((tosyloxy)amino)-2,3-dihydro-1H-indene-4-carboxylate BrC1=CC(=C(C=2CCC(C12)NOS(=O)(=O)C1=CC=C(C)C=C1)C(=O)OC)F